C1(=CC=CC=C1)N1N=C(N=N1)C1=CN=C(S1)NC1=CN=CC(=N1)N[C@@H]1CN(CCC1)C(=O)OC(C)(C)C tert-Butyl (S)-3-((6-((5-(2-phenyl-2H-tetrazol-5-yl)thiazol-2-yl)amino)pyrazine-2-yl)amino)piperidine-1-carboxylate